(R)-(2-oxa-6-azaspiro[3.3]heptan-6-yl)(6-(4-(3-((2,5,7-trimethyl-[1,2,4]triazolo[1,5-a]pyrimidin-6-yl)oxy)pyrrolidin-1-yl)phenyl)pyridazin-3-yl)methanone C1OCC12CN(C2)C(=O)C=2N=NC(=CC2)C2=CC=C(C=C2)N2C[C@@H](CC2)OC=2C(=NC=1N(C2C)N=C(N1)C)C